C(CCCCCCCCCCCCCCCC=C)O 17-octadecene-1-ol